FC(S(=O)(=O)OC1=CC=CC=2C(N([C@H]3C=4N([C@@H](C21)C3)C3=C(N4)C=CC(=C3)C=3C=NC(=NC3)C(C)O)C([2H])([2H])[2H])=O)(F)F (7R,14R)-11-(2-(1-hydroxyethyl)pyrimidin-5-yl)-6-(methyl-d3)-5-oxo-5,6,7,14-tetrahydro-7,14-methanobenzo[f]benzo[4,5]imidazo[1,2-a][1,4]diazocin-1-yl trifluoromethanesulfonate